CCOC(=O)N1CC(CC1C(=O)O)O The molecule is a 4-hydroxyproline substituted at N-1 by an ethoxycarbonyl group. It has a role as a metabolite. It derives from a 4-hydroxyproline.